C(C)(=O)[O-].[Na+].C(C)(=O)O Acetic acid sodium acetate